N1(CCOCC1)C1=CC=C(C=C1)/C=C/C(=O)C1=CC=C(OCC(=O)O)C=C1 2-[4-[(E)-3-(4-Morpholin-4-ylphenyl)prop-2-enoyl]phenoxy]acetic acid